2-Nitro-5,10-dihydro-dibenzo[b,e][1,4]diazepin-11-on [N+](=O)([O-])C1=CC2=C(NC3=C(NC2=O)C=CC=C3)C=C1